FC(OC1=CC=C(C=C1)N(C(OC(C)(C)C)=O)CCN1C[C@@H](CCC1)NS(=O)(=O)C=C)(F)F (R)-tert-butyl 4-(trifluoromethoxy)phenyl(2-(3-(vinylsulfonamido)piperidin-1-yl)ethyl)carbamate